5-(3-{2,6-dimethyl-4-[5-(trifluoromethyl)-1,2,4-oxadiazol-3-yl]phenoxy}propyl)-N,N-dimethylisoxazole-3-carboxamide CC1=C(OCCCC2=CC(=NO2)C(=O)N(C)C)C(=CC(=C1)C1=NOC(=N1)C(F)(F)F)C